((((2S,4R)-4-fluoro-1-methylpyrrolidin-2-yl) methoxy)-2,3,6',8'-tetrahydro-5'H-spiro[indene-1,7'-quinazolin]-4'-yl)-2,7-diazaspiro[3.5]nonane-2-carboxylate F[C@@H]1C[C@H](N(C1)C)COC1=NC=2CC3(CCC2C(=N1)OC(=O)N1CC2(C1)CCNCC2)CCC2=CC=CC=C23